ClC1=NC2=CC(=CC=C2C(=C1C)Cl)OC 2,4-dichloro-7-methoxy-3-methylquinoline